FC(C(=O)O)(F)F.NC1=NC=2C=CC(=CC2C2=C1C=NN2C)C(=O)N(C2COCC1=CC(=CC=C21)C=2C=NN(C2)C(F)(F)F)C 4-amino-N,1-dimethyl-N-(7-(1-(trifluoromethyl)-1H-pyrazol-4-yl)isochroman-4-yl)-1H-pyrazolo[4,3-c]quinoline-8-carboxamide 2,2,2-trifluoroacetate